2,4-difluoro-N-[(Z)-(2,4,6-trichloropyrimidin-5-yl)methyleneamino]aniline FC1=C(N\N=C/C=2C(=NC(=NC2Cl)Cl)Cl)C=CC(=C1)F